COC(C1=CC=C(C=C1)CNC(C1=CC=CC=C1)=O)=O 4-(Benzamidomethyl)benzoic acid methyl ester